(S)-6-(1-hydroxyethyl)-4-(4-methoxy-4-methylpiperidin-1-yl)-2-oxo-1,2-dihydro-1,7-naphthyridine-3-carbonitrile O[C@@H](C)C=1C=C2C(=C(C(NC2=CN1)=O)C#N)N1CCC(CC1)(C)OC